[C+](C1=CC=CC=C1)=O benzylium